C(C)OC=1C=C2C=CN=C(C2=CC1OCCF)NC1=CC=C(C=C1)S(=O)(=O)C 6-ethoxy-7-(2-fluoroethoxy)-N-(4-methylsulfonylphenyl)isoquinolin-1-amine